thiophene S1C=CC=C1